(S)-4-(4-acryloyl-2-methylpiperazin-1-yl)-1-(2-isopropyl-4-methylpyridin-3-yl)-7-(2-methoxy-3-methylphenyl)-2-oxo-1,2-dihydropyrido[2,3-d]pyrimidine-6-carbonitrile C(C=C)(=O)N1C[C@@H](N(CC1)C=1C2=C(N(C(N1)=O)C=1C(=NC=CC1C)C(C)C)N=C(C(=C2)C#N)C2=C(C(=CC=C2)C)OC)C